COC=1C(=NC=CC1)C(=O)NCC1=C(C=C(C=C1)C1=NN2C(NC3=C(CC2)C=CC=C3)=C1C(=O)N)C 2-(4-((3-methoxypicolinamido)methyl)-3-methylphenyl)-9,10-dihydro-4H-benzo[d]pyrazolo[1,5-a][1,3]diazepine-3-carboxamide